trihexyl-(tetradecyl)phosphonium decanoate C(CCCCCCCCC)(=O)[O-].C(CCCCC)[P+](CCCCCCCCCCCCCC)(CCCCCC)CCCCCC